2-(2-Methoxyethyl)ethyl sulfate S(=O)(=O)(OCCCCOC)[O-]